3-[3,4-dihydroxy-5-(3-methyl-2-butenyl)phenyl]-5,7-dihydroxy-6-(3-methyl-2-butenyl)-4H-chromen OC=1C=C(C=C(C1O)CC=C(C)C)C1=COC2=CC(=C(C(=C2C1)O)CC=C(C)C)O